L-Arginyl-Glycyl-L-Aspartic acid N[C@@H](CCCNC(N)=N)C(=O)NCC(=O)N[C@@H](CC(=O)O)C(=O)O